O.Cl(=O)(=O)(=O)[O-].[Mg+2].Cl(=O)(=O)(=O)[O-] Magnesium perchlorate monohydrate